C(C)OC(C(=O)O)=C.C1(CCCCCO1)=O.C1(CCCCCO1)=O dicaprolactone ethoxyacrylate